4-amino-2-butoxy-7-(4-(pyrrolidin-1-ylmethyl)benzyl)-5H-pyrrolo[3,2-d]pyrimidine-6-carbonitrile NC=1C2=C(N=C(N1)OCCCC)C(=C(N2)C#N)CC2=CC=C(C=C2)CN2CCCC2